CC=1C=CC(=C(C1)C1=C(C(=C(C=C1O)CCCCC)C1=CC=C(C=C1)C=1C=NC=CC1)O)C(=C)C 5''-methyl-6'-pentyl-2''-(prop-1-en-2-yl)-4-(pyridin-3-yl)-[1,1':3',1''-terphenyl]-2',4'-diol